2-(4-amino-3,5-dimethylphenoxy)ethanol NC1=C(C=C(OCCO)C=C1C)C